(2S)-N-[(1S)-1-cyano-2-{4'-[(4-methylpiperazin-1-yl)methyl]-[1,1'-biphenyl]-4-yl}ethyl]-1,4-oxazepane-2-carboxamide C(#N)[C@H](CC1=CC=C(C=C1)C1=CC=C(C=C1)CN1CCN(CC1)C)NC(=O)[C@H]1OCCCNC1